3-(2-methylpyridin-4-yl)-1H-pyrazolo[3,4-b]Pyridine CC1=NC=CC(=C1)C1=NNC2=NC=CC=C21